BrC1=CC(=C2C=NC=NC2=C1)F 7-bromo-5-fluoro-quinazolin